(3R)-4-{[3-fluoro-4-(trifluoromethoxy)phenyl]Methyl}-3-(hydroxymethyl)piperazine-1-carboxylic acid tert-butyl ester C(C)(C)(C)OC(=O)N1C[C@@H](N(CC1)CC1=CC(=C(C=C1)OC(F)(F)F)F)CO